ClC1=NC=2C=CC=CC2C2=C1C=CN2 4-chloro-1H-pyrrolo[3,2-c]quinoline